5-(4-((2-isopropyl-3-oxo-4H-quinoxalin-6-yl)methyl)piperazin-1-yl)-6-methyl-N-(Methyl-d3)pyridine-2-carboxamide C(C)(C)C1=NC2=CC=C(C=C2NC1=O)CN1CCN(CC1)C=1C=CC(=NC1C)C(=O)NC([2H])([2H])[2H]